CN1CC(CC1)NC(=O)C1=NC=CN=C1 N-(1-methylpyrrolidin-3-yl)pyrazine-2-carboxamide